FC=1C=C(CC=2C=C3C(N(C=NC3=C(C2C)C)[C@H]2CCOC[C@@H]2O)=O)C=CC1C(NCCOC)=O 1,5-anhydro-2,3-dideoxy-3-(6-(3-fluoro-4-((2-methoxyethyl)carbamoyl)benzyl)-7,8-dimethyl-4-oxoquinazolin-3(4H)-yl)-L-threo-pentitol